C(C1=CC=CC=C1)N(C(C1=CC=C(C=C1)CN1C=NC=CC1=O)=O)C N-benzyl-N-methyl-4-((6-oxopyrimidin-1(6H)-yl)methyl)benzamide